C1(=CC=CC=C1)N1C(C=2C=CC=C3C2C(=N1)CCN3)=O phenyl-8,9-dihydro-2H-pyrido[4,3,2-de]phthalazin-3(7H)-one